NC[C@]1([C@H](CN(C1)S(=O)(=O)C1=NC=C(C=C1)Br)OC1=CC(=C(C#N)C=C1)F)O 4-(((3s,4s)-4-(aminomethyl)-1-((5-bromopyridin-2-yl)sulfonyl)-4-hydroxypyrrolidin-3-yl)oxy)-2-fluorobenzonitrile